N,2-dimethyl-5-nitrobenzenesulfonyl-hydrazine hydrochloride Cl.CN(N)S(=O)(=O)C1=C(C=CC(=C1)[N+](=O)[O-])C